2-(Benzylthio)-4-nitrobenzonitrile C(C1=CC=CC=C1)SC1=C(C#N)C=CC(=C1)[N+](=O)[O-]